S-(6-((3-(triethoxysilyl) propyl) thio) hexyl) thiooctadecanoate C(CCCCCCCCCCCCCCCCC)(=O)SCCCCCCSCCC[Si](OCC)(OCC)OCC